(6-(3-hydroxybut-1-yn-1-yl)pyrazin-2-yl)piperidine-4-carboxylic acid ethyl ester C(C)OC(=O)C1CCN(CC1)C1=NC(=CN=C1)C#CC(C)O